F[C@H]1CN(C[C@@H](C1)NC1=NC=C(C=N1)C(F)(F)F)C1=NC=C2N1C=CN=C2N2C[C@@H](N([C@@H](C2)C)C(C=C)=O)C 1-((2S,6R)-4-(3-((3R,5R)-3-Fluoro-5-((5-(trifluoromethyl)pyrimidin-2-yl)amino)piperidin-1-yl)imidazo[1,5-a]pyrazin-8-yl)-2,6-dimethylpiperazin-1-yl)prop-2-en-1-one